C(C)(C)(C)OC(=O)N1CCN(CC1)C1=NC(=CC=C1)B1OC(C(O1)(C)C)(C)C tert-butyl-4-[6-(4,4,5,5-tetramethyl-1,3,2-dioxaborolan-2-yl)-2-pyridyl]-piperazine-1-carboxylate